4-(6-(4-Benzylpiperazin-1-yl)pyridin-3-yl)-6-(2-methoxyethoxy)pyrazolo[1,5-a]pyridine-3-carbonitrile C(C1=CC=CC=C1)N1CCN(CC1)C1=CC=C(C=N1)C=1C=2N(C=C(C1)OCCOC)N=CC2C#N